3-[3-(aminomethyl)-6-oxo-4H-thieno[3,4-c]pyrrol-5-yl]piperidine-2,6-dione NCC=1SC=C2C(N(CC21)C2C(NC(CC2)=O)=O)=O